NC1=C(C(=CC=C1)Cl)NCC1C(N(C(C1)=O)C1=NC(=CC(=C1)C(F)(F)F)C)C(=O)O 3-(((2-amino-6-chlorophenyl)amino)methyl)-1-(6-methyl-4-(trifluoromethyl)pyridin-2-yl)-5-oxopyrrolidine-2-carboxylic acid